CC(C(C(=O)[O-])(C)CCCC)C Methylbutyl-2-methylbutyrate